COC1=CC=C(C=C1)C(C=CC(=O)N1CCN(CC1)C(CCC1=C(NC2=NC=CC=C21)C2=C(C=C(C=C2)C)C2=CC=CC=C2)=O)=O (4-methoxyphenyl)-4-(4-(3-(2-(5-methyl-[1,1'-biphenyl]-2-yl)-1H-pyrrolo[2,3-b]pyridin-3-yl)propionyl)piperazin-1-yl)but-2-ene-1,4-dione